1-((2R,5S)-4-(7-(1,6-dimethyl-1H-indazol-7-yl)-2-(3-(dimethylamino)azetidin-1-yl)-8-fluoro-6-(trifluoromethyl)quinazolin-4-yl)-2,5-dimethylpiperazin-1-yl)prop-2-en-1-one CN1N=CC2=CC=C(C(=C12)C1=C(C=C2C(=NC(=NC2=C1F)N1CC(C1)N(C)C)N1C[C@H](N(C[C@@H]1C)C(C=C)=O)C)C(F)(F)F)C